N-[(3R,4S)-1-(2,2-difluorocyclopropanecarbonyl)-4-fluoropyrrolidin-3-yl]-4-fluorobenzamide FC1(C(C1)C(=O)N1C[C@H]([C@H](C1)F)NC(C1=CC=C(C=C1)F)=O)F